C(C)(C)C1=C(C=C(C=C1)N1CC=2NC3=CC=CC=C3C2CC1)O 2-isopropyl-5-(1,3,4,9-tetrahydro-2H-pyrido[3,4-b]indol-2-yl)phenol